CN1N=CC(=N1)C1=CC=C(CNC2=NC=NC(=C2)C2=CN=C3N2C=CC(=C3)OCCCN3CCCC3)C=C1 [4-(2-methyl-2H-[1,2,3]triazol-4-yl)-benzyl]-{6-[7-(3-pyrrolidin-1-yl-propoxy)-imidazo[1,2-a]pyridin-3-yl]-pyrimidin-4-yl}-amine